CN(C1=CC=CC=C1)CC1=NC(=NC(=N1)NC1=CC=C(C=C1)C)N 6-((Methyl(phenyl)amino)methyl)-N2-(p-tolyl)-1,3,5-triazine-2,4-diamine